O(O)C(C=CC=C)CC=C 5-hydroperoxy-1,3,7-octatriene